C(C1=CC=CC=C1)SC=1C(=NC=CC1)CNC(C(C)(C)NC(OC(C)(C)C)=O)=O tert-butyl (1-(((3-(benzylthio)pyridin-2-yl)methyl)amino)-2-methyl-1-oxoprop-2-yl)carbamate